5-chloro-N2-(1-methyl-1H-pyrazol-4-yl)-N4-[5-nitro-2-(2-phenylethynyl)phenyl]pyrimidine-2,4-diamine ClC=1C(=NC(=NC1)NC=1C=NN(C1)C)NC1=C(C=CC(=C1)[N+](=O)[O-])C#CC1=CC=CC=C1